[Li+].C12CN(CC2C1)C1=CC=C(C=C1)[C@@H](C)N1N=CC2=C(C=CC(=C12)C(=O)[O-])C#CC 1-((1R)-1-(4-(3-azabicyclo[3.1.0]hex-3-yl)phenyl)ethyl)-4-(propan-1-yn-1-yl)-1H-indazole-7-carboxylic acid lithium salt